ClC1=CC=C(C=C1)C(C(=O)NC1(CC1)CN(C)C)(F)F 2-(4-chlorophenyl)-N-(1-((dimethylamino)methyl)cyclopropyl)-2,2-difluoroacetamide